pentanoic acid (5-chloro-pyrazin-2-yl)-amide ClC=1N=CC(=NC1)NC(CCCC)=O